4-nitrobenzene lanthanum [La].[N+](=O)([O-])C1=CC=CC=C1